6-(4,5-dichloropyrimidin-2-yl)-8-(2-fluorobenzyl)imidazo[1,2-a]pyrazine ClC1=NC(=NC=C1Cl)C=1N=C(C=2N(C1)C=CN2)CC2=C(C=CC=C2)F